4-((2-Benzyl-7-oxo-2,4,5,7-tetrahydrotetrahydro-6H-pyrazolo[3,4-c]pyridin-6-yl)methyl)benzene C(C1=CC=CC=C1)N1NC2C(N(CCC2C1)CC1=CC=CC=C1)=O